1-(1-chloro-2-iodoethyl)-4-(trifluoromethyl)benzene ClC(CI)C1=CC=C(C=C1)C(F)(F)F